FC(C(=O)NC)(C1=CC=C(C=C1)C1=NOC(=N1)C(F)(F)F)F 2,2-difluoro-N-methyl-2-[4-[5-(trifluoro-methyl)-1,2,4-oxadiazol-3-yl]phenyl]acetamide